COC(=O)C1(CCN(CC1)C)CC1=C(C=C(C=C1)[N+](=O)[O-])C 1-methyl-4-(2-methyl-4-nitrobenzyl)piperidine-4-carboxylic acid methyl ester